[Br-].NC1=CC=C2C(=[N+]1CC(=O)C1=CC=C(C=C1)Cl)C=CN2 2-(5-Amino-1H-pyrrolo[3,2-b]pyridin-4-ium-4-yl)-1-(4-chlorophenyl)ethanone bromide